3-(6-(aminomethyl)-4-chloro-1-oxoisoindolin-2-yl)piperidine-2,6-dione hydrochloride Cl.NCC1=CC(=C2CN(C(C2=C1)=O)C1C(NC(CC1)=O)=O)Cl